6-amino-N-(7-{9-amino-2,2-dimethyl-1,4-dioxa-7-azaspiro[4.4]nonan-7-yl}-2H,3H,4H-pyrano[2,3-b]pyridin-3-yl)-2-methylthieno[2,3-d][1,3]thiazole-5-carboxamide NC1=C(SC=2N=C(SC21)C)C(=O)NC2CC=1C(=NC(=CC1)N1CC3(OCC(O3)(C)C)C(C1)N)OC2